FCCOC1=NC=C(C(=N1)OC)N 2-(2-fluoroethoxy)-4-methoxy-pyrimidin-5-amine